3,8'-Dimethyl-1,4'-diphenyl-1'H-spiro[pyrazole-4,2'-quinolin]-5(1H)-one CC1=NN(C(C12NC1=C(C=CC=C1C(=C2)C2=CC=CC=C2)C)=O)C2=CC=CC=C2